CC(C)(CCC(C)(OOCC(CCCC)CC)C)OOCC(CCCC)CC 2,5-dimethyl-2,5-bis(2-ethylhexylperoxy)hexane